CC1=C(C(=C(C(=C1CC1=CC(=C(C(=C1)C(C)(C)C)O)C(C)(C)C)C)CC1=CC(=C(C(=C1)C(C)(C)C)O)C(C)(C)C)C)CC1=CC(=C(C(=C1)C(C)(C)C)O)C(C)(C)C 4,4',4''-(2,4,6-trimethylbenzene-1,3,5-tri-yltrismethylene)-tris(2,6-bis(1,1-dimethyl-ethyl)phenol)